methyl (R)-3-(N-(4-chloro-5-cyano-2-(2-(3-hydroxypropyl)piperidin-1-yl)phenyl)sulfamoyl)-4-hydroxybenzoate ClC1=CC(=C(C=C1C#N)NS(=O)(=O)C=1C=C(C(=O)OC)C=CC1O)N1[C@H](CCCC1)CCCO